C1(=NC=CC2=CC=CC=C12)\C=N\NC(N)=S (E)-2-(isoquinolin-1-ylmethylene)hydrazine-1-carbothioamide